tert-Butyl 4-((2R,3R)-2-methylazetidin-3-yl)piperazine-1-carboxylate C[C@H]1NC[C@H]1N1CCN(CC1)C(=O)OC(C)(C)C